CC(CS(=O)(=O)C)NC(C=1C(C(=O)N)=CC=CC1)=O N2-(1-methyl-2-methylsulfonylethyl)phthalamid